2-(di-tert-butylphosphino)-3,4,5,6-tetramethyl-2',4',6'-triisopropyl-1,1'-biphenyl C(C)(C)(C)P(C1=C(C(=C(C(=C1C)C)C)C)C1=C(C=C(C=C1C(C)C)C(C)C)C(C)C)C(C)(C)C